NC1CN(CC(C1)C)C1=C(C#N)C=C(C(=N1)NC1=CC2=C(N(C(N2CCC(C)(C)O)=O)C)C=C1)Cl 2-(3-Amino-5-methylpiperidin-1-yl)-5-chloro-6-((3-(3-hydroxy-3-methylbutyl)-1-methyl-2-oxo-2,3-dihydro-1H-benzo[d]imidazol-5-yl)amino)nicotinonitrile